Bisphenol Z-bis(chloroformat) ClC(=O)O.ClC(=O)O.C1(=CC=CC=C1)O.C1(=CC=CC=C1)O